2-chloromaleic anhydride Cl/C=1/C(=O)OC(\C1)=O